C(#N)C1=C(OC2=CC(=NC=N2)OC2=C(C=CC=C2)/C(/C(=O)OC)=C\OC)C=CC=C1 methyl (E)-2-{2-[6-(2-cyanophenoxy)pyrimidin-4-yloxyl]phenyl}-3-methoxyacrylate